N-(3-(6-oxA-3-azabicyclo[3.1.1]hept-3-yl)-1-(6-(1,2-difluoroethyl)pyridin-2-yl)-1H-pyrazolo[4,3-c]pyridin-6-yl)acetamide C12CN(CC(O1)C2)C2=NN(C1=C2C=NC(=C1)NC(C)=O)C1=NC(=CC=C1)C(CF)F